diphenyl-γ-caprolactone C1(=CC=CC=C1)C1(C(=O)OC(C1)CC)C1=CC=CC=C1